8-chloro-2-(methylthio)pyrazolo[1,5-a]-1,3,5-triazin ClC=1C=NN2C1N=C(N=C2)SC